[4-(2-cyclopropyl-1-methyl-imidazol-4-yl)phenyl] trifluoromethanesulfonate FC(S(=O)(=O)OC1=CC=C(C=C1)C=1N=C(N(C1)C)C1CC1)(F)F